C(=O)(O)C(CC(=O)O)N(C(CC(C(=O)O)S(=O)(=O)O)=O)CCCCCCCCCCCCCCCCCC.[Na].[Na].[Na].[Na] tetrasodium N-(1,2-dicarboxyethyl)-N-stearyl-sulfosuccinamic acid